Propylgallat C(CC)C1=C(C(=O)[O-])C=C(C(=C1O)O)O